C(C)(C)(C)N1C(C(N(CC1)CC=1SC(=NN1)C1=CC=CC=C1)=O)=O 1-(tert-butyl)-4-((5-phenyl-1,3,4-thiadiazol-2-yl)methyl)piperazine-2,3-dione